O(S(=O)(=O)C(F)(F)F)C=1C=C2C[C@H](N([C@@H](C2=CC1)C1=C(C=C(C=C1F)OC1CN(C1)CCCF)F)CC(C)(F)F)C (1s,3r)-1-(2,6-difluoro-4-((1-(3-fluoropropyl) azetidin-3-yl) oxy) phenyl)-2-(2,2-difluoropropyl)-3-methyl-1,2,3,4-tetrahydroisoquinolin-6-yl triflate